4-[(3-chloro-4-fluoro-phenyl)amino]-6-{trans-4-[(morpholin-4-yl)sulfonylamino]-cyclohex-1-yloxy}-7-methoxy-quinazoline ClC=1C=C(C=CC1F)NC1=NC=NC2=CC(=C(C=C12)O[C@@H]1CC[C@H](CC1)NS(=O)(=O)N1CCOCC1)OC